2,4-dichloro-N-((5-iodothien-2-yl)sulfonyl)benzamide ClC1=C(C(=O)NS(=O)(=O)C=2SC(=CC2)I)C=CC(=C1)Cl